OC1N(C(C=C1CCC)=O)[C@H](C(=O)N)CC (2S)-2-(2-hydroxy-5-oxo-3-propyl-2,5-dihydro-1H-pyrrole-1-yl)butyramide